C(#N)C1(CC1)NS(=O)(=O)C1=CC=C2C3=C(N(C2=C1)C=1SC(=NN1)C)N=CN=C3N3CCN(CC3)C(=O)C3CC3 N-(1-Cyanocyclopropyl)-4-(4-(cyclopropanecarbonyl)piperazin-1-yl)-9-(5-methyl-1,3,4-thiadiazol-2-yl)-9H-pyrimido[4,5-b]indole-7-sulfonamide